OCC(=O)N1CC(CCC1)C(=O)N 1-(2-hydroxyacetyl)piperidine-3-carboxamide